C(#N)C=1C=CC(=NC1)N1CCN(CC1)C(=O)NCC1CCC=2C1=NN(C(C2C(F)(F)F)=O)CC2=CC=C(C=C2)OC 4-(5-Cyanopyridin-2-yl)-N-((2-(4-methoxybenzyl)-3-oxo-4-(trifluoromethyl)-3,5,6,7-tetrahydro-2H-cyclopenta[c]pyridazin-7-yl)methyl)piperazine-1-carboxamide